O1OCCCC1 1,2-dioxacyclohexane